C(C)(C)N1N=NC(=C1)C(C)OC=1C=2N(C=C(C1)C=1N=NN(C1C)C1CCN(CC1)C1COC1)N=CC2C#N 4-[1-(1-Isopropyltriazol-4-yl)ethoxy]-6-[5-methyl-1-[1-(oxetan-3-yl)-4-piperidyl]triazol-4-yl]pyrazolo[1,5-a]pyridine-3-carbonitrile